CC(CC(CO)CCCCCCCCC)C 2-(2-methylpropyl)-1-undecanol